ClC=1C=C(C(=O)NC(C)C2=NC(=CC=C2N2N=CC=N2)Cl)C=C(C1)C(F)(F)F 3-chloro-N-[1-[6-chloro-3-(triazol-2-yl)-2-pyridyl]ethyl]-5-(trifluoro-methyl)benzamide